[3-(1H-pyrazol-3-yl)phenyl]boronic acid N1N=C(C=C1)C=1C=C(C=CC1)B(O)O